CC=1C=C(C=CC1C)NNC(CCC(NC1=CC=CC=C1)=C1C(NCC1=O)=O)=O N'-(3,4-dimethylphenyl)-4-(2,4-dioxopyrrolidin-3-ylidene)-4-(phenylamino)butyryl-hydrazine